CN(CC(=O)N1CCN(CC1)C(=O)C1=C(C=C(NC=2C=3N(C=CN2)C(=CN3)C3=C(C(=C(OCC#N)C=C3)F)F)C=C1)C)C 2-[4-[8-[4-[4-[2-(dimethylamino)acetyl]piperazine-1-carbonyl]-3-methylanilino]imidazo[1,2-a]pyrazin-3-yl]-2,3-difluorophenoxy]acetonitrile